acryloyloxypentyl dihydrogenphosphate P(=O)(O)(O)OCCCCCOC(C=C)=O